5,6,7,8-Tetrahydroisoquinoline C1=NC=CC=2CCCCC12